N-(5-(3,5-difluorobenzyl)-1H-indazol-3-yl)-4-(4-(3-((3-(2,6-dioxopiperidin-3-yl)-1-methyl-1H-indazol-6-yl)amino)propyl)piperazin-1-yl)-2-((tetrahydro-2H-pyran-4-yl)amino)benzamide FC=1C=C(CC=2C=C3C(=NNC3=CC2)NC(C2=C(C=C(C=C2)N2CCN(CC2)CCCNC2=CC=C3C(=NN(C3=C2)C)C2C(NC(CC2)=O)=O)NC2CCOCC2)=O)C=C(C1)F